5'-Chloro-1'-(4-methoxybenzyl)-1',2'-dihydrospiro[cyclobutane-1,3'-pyrrolo[2,3-b]pyridine]-3-carbonitrile ClC=1C=C2C(=NC1)N(CC21CC(C1)C#N)CC1=CC=C(C=C1)OC